The molecule is an acyl-CoA(4-) obtained by deprotonation of the phosphate and diphosphate OH groups of feruloylacetyl-CoA; major species at pH 7.3. It is a conjugate base of a feruloylacetyl-CoA. CC(C)(COP(=O)([O-])OP(=O)([O-])OC[C@@H]1[C@H]([C@H]([C@@H](O1)N2C=NC3=C(N=CN=C32)N)O)OP(=O)([O-])[O-])C(C(=O)NCCC(=O)NCCSC(=O)CC(=O)/C=C/C4=CC(=C(C=C4)O)OC)O